1-(2-(3-(6-(cyclobutylcarbamoyl)imidazo[1,2-a]pyridin-2-yl)benzamido)ethyl)piperidine-4-carboxylic acid C1(CCC1)NC(=O)C=1C=CC=2N(C1)C=C(N2)C=2C=C(C(=O)NCCN1CCC(CC1)C(=O)O)C=CC2